1-Propyl-2-ethylpyrrolium chlorid [Cl-].C(CC)[NH+]1C(=CC=C1)CC